C(CCCCCCC\C=C/C\C=C/CCCCC)(=O)O[C@@H]1CC2=CC[C@H]3[C@@H]4CC[C@H]([C@@H](CCCC(C)C)C)[C@]4(CC[C@@H]3[C@]2(CC1)C)C Cholesterol linoleoate